[C@H]12CCC#CCC[C@@H]2[CH]1 (1R,8S)-9λ3-bicyclo[6.1.0]non-4-yne